2-{[2-(4-bromophenyl)-2-oxoethyl]thio}-3-ethyl-5,6,7,8-tetrahydro[1]benzothieno[2,3-d]pyrimidin-4(3H)-one BrC1=CC=C(C=C1)C(CSC=1N(C(C2=C(N1)SC1=C2CCCC1)=O)CC)=O